methyl alpha-hydroxyarachidonate OC(C(=O)OC)CC\C=C/C\C=C/C\C=C/C\C=C/CCCCC